trimethylammonium tetrakis(o-tolyl)borate C1(=C(C=CC=C1)[B-](C1=C(C=CC=C1)C)(C1=C(C=CC=C1)C)C1=C(C=CC=C1)C)C.C[NH+](C)C